5-(dimethylamino)naphthalene CN(C1=C2C=CC=CC2=CC=C1)C